tert-butyl (3R)-1-(4-(4-fluorophenyl)-2-(1H-pyrazol-1-yl)cyclopentyl)piperidin-3-ylcarbamate FC1=CC=C(C=C1)C1CC(C(C1)N1C[C@@H](CCC1)NC(OC(C)(C)C)=O)N1N=CC=C1